C1(CCCCCCC1)C(NC(=O)C=1C(=NOC1)C)C1=NC2=C(N1)C=C(C=C2F)CN2CCOCC2 N-{cyclooctyl-[4-fluoro-6-(morpholin-4-ylmethyl)-1H-benzoimidazol-2-yl]methyl}-3-methylisoxazole-4-carboxamide